OCCOC(C(=C)C)=O 2-Hydroxyethylmethacrylat